C(C1=CC=CC=C1)SC1=CC=C(S1)S(=O)(=O)N 5-(benzylsulfanyl)thiophene-2-sulfonamide